C(C)OC(CC1=NC(=NC(=C1C1OCCO1)N[C@H](C)C1=C(C(=CC=C1)C(F)F)F)OC)=O (R)-2-(6-((1-(3-(difluoromethyl)-2-fluorophenyl)ethyl)amino)-5-(1,3-dioxolan-2-yl)-2-methoxypyrimidin-4-yl)acetic acid ethyl ester